o-aminoterephthalic acid NC1=C(C(=O)O)C=CC(=C1)C(=O)O